FC(OCC1N(CC(C1)OC1=NC=C(C=C1)OC(F)(F)F)C(=O)[O-])F 2-((difluoromethoxy)methyl)-4-((5-(trifluoromethoxy)pyridin-2-yl)oxy)pyrrolidin-1-carboxylate